4-(piperidin-4-yl)benzonitrile HCl salt Cl.N1CCC(CC1)C1=CC=C(C#N)C=C1